6-oxohexanoic acid 2,5-dioxopyrrolidin-1-yl ester O=C1N(C(CC1)=O)OC(CCCCC=O)=O